N-(2-(dimethylamino)ethyl)-4-(9,9-dioxido-3,8,10,11-tetrahydropyrazolo[4,3-f]thiopyrano[3,4-c]quinolin-7-yl)benzamide CN(CCNC(C1=CC=C(C=C1)C1=NC2=CC=C3C(=C2C2=C1CS(CC2)(=O)=O)C=NN3)=O)C